6-bromo-2-oxo-1,2-dihydroquinoline-4-carboxylic acid BrC=1C=C2C(=CC(NC2=CC1)=O)C(=O)O